C(CCC)NC=1C2=C(N=C(N1)NC(=O)OC)C(=NN2CC2=C(C=C(C(=O)OC)C=C2)OC)F methyl 4-((7-(butylamino)-3-fluoro-5-((methoxycarbonyl)amino)-1H-pyrazolo[4,3-d]pyrimidin-1-yl)methyl)-3-methoxy-benzoate